(4-(5-bromoimidazo[2,1-b][1,3,4]thiadiazol-2-yl)phenyl)(4-(dimethylamino)piperidin-1-yl)methanone BrC1=CN=C2SC(=NN21)C2=CC=C(C=C2)C(=O)N2CCC(CC2)N(C)C